CC1=C(OC(=S)NCC2(CC(CC(C2)(C)C)NC([O-])=S)C)C=CC=C1 3-((methylphenoxy) thiocarbonylamino-methyl)-3,5,5-trimethylcyclohexylthiocarbamate